1-[4-(benzyloxy)cyclohex-1-en-1-yl]-4-(pentafluoro-λ6-sulfanyl)benzene C(C1=CC=CC=C1)OC1CC=C(CC1)C1=CC=C(C=C1)S(F)(F)(F)(F)F